(R,E)-3-methoxy-7-(triisopropylsilyl)hept-4-en-6-ynamide CO[C@H](CC(=O)N)\C=C\C#C[Si](C(C)C)(C(C)C)C(C)C